5-(4-morpholinylphenyl)-1H-pyrazol-3-amine N1(CCOCC1)C1=CC=C(C=C1)C1=CC(=NN1)N